ClC=1C(=C2C=NNC2=C(C1F)N1C(N(CC1)C)=O)C1=CC=2N(C=C1)N=C(C2)NC(=O)[C@H]2[C@H](C2)F (1S,2S)-N-(5-(5-chloro-6-fluoro-7-(3-methyl-2-oxoimidazolin-1-yl)-1H-indazol-4-yl)pyrazolo[1,5-a]pyridin-2-yl)-2-fluorocyclopropane-1-carboxamide